FC=1C=C2C(=CNC2=CC1)S(=O)(=O)C1=CC(=C(C=C1)OC)N1CCNCC1 5-fluoro-3-((4-methoxy-3-(piperazin-1-yl)phenyl)sulfonyl)-1H-indole